ClC1=CN=C(S1)NCC1=C(C=C(C=C1)OC)OC 5-chloro-N-(2,4-dimethoxybenzyl)thiazol-2-amine